N=1NC(=CC1)C1=CC=C(S1)C(=O)O 5-(2H-pyrazol-3-yl)thiophene-2-carboxylic acid